NS(=O)(=O)C=1C=C(C=CC1NC1=NC=C(C(=N1)NC1=CC=C(C=C1)OCC#C)F)C N2-(3-aminosulfonyl-4-tolyl)-5-fluoro-N4-[4-(prop-2-ynyloxy)phenyl]2,4-pyrimidinediamine